Copper chromic acid [Cr](=O)(=O)(O)O.[Cu]